N-(3-((6-(1,2,3-thiadiazol-5-yl)-1H-indazol-4-yl)amino)propyl)-3-((3-chloro-4-(trifluoromethoxy)benzyl)amino)propanamide S1N=NC=C1C1=CC(=C2C=NNC2=C1)NCCCNC(CCNCC1=CC(=C(C=C1)OC(F)(F)F)Cl)=O